C(C1=CC=CC=C1)OC=1C=C(C=CC1OC)C=1C(=C(C(=NC1)N1CCCCC1)C#N)C1=CC(=C(C=C1)C#N)F (1-(5-(3-(benzyloxy)-4-methoxyphenyl)-3-cyano-4-(4-cyano-3-fluorophenyl)pyridin-2-yl))piperidine